tert-Butyl-(S,E)-2-((3-(7-amino-2-((methoxycarbonyl)-amino)-7-oxohept-5-enamido)-2-oxopyridin-1(2H)-yl)methyl)-4-isobutyl-1H-indol-1-carboxylat C(C)(C)(C)OC(=O)N1C(=CC2=C(C=CC=C12)CC(C)C)CN1C(C(=CC=C1)NC([C@H](CC\C=C\C(=O)N)NC(=O)OC)=O)=O